N-(1-methyl-1H-pyrazol-4-yl)-4-((6-nitropyridin-3-yl)oxy)pyridin-2-amine CN1N=CC(=C1)NC1=NC=CC(=C1)OC=1C=NC(=CC1)[N+](=O)[O-]